C(N)(=O)C1=CC2=NC=C(C=C2N1C1=CC=CC(=N1)[C@H]1[C@@H](C1)C(=O)O)OC trans-(-)-2-(6-(2-carbamoyl-6-methoxy-1H-pyrrolo[3,2-b]pyridin-1-yl)pyridin-2-yl)cyclopropane-1-carboxylic acid